butyl-N-{[(3aR,4R,6S,6aS)-6-hydroxy-2,2-dimethyl-tetrahydro-3aH-cyclopenta[d][1,3]dioxol-4-yl]methyl}carbamate C(CCC)OC(NC[C@H]1C[C@@H]([C@@H]2OC(O[C@@H]21)(C)C)O)=O